5-bromo-1-(2,6-Difluorobenzyl)-4-formyl-1H-pyrazole-3-carboxylic acid ethyl ester C(C)OC(=O)C1=NN(C(=C1C=O)Br)CC1=C(C=CC=C1F)F